C(C)OC(=O)C1=C(N=C(S1)NC(CCNC(C1=CC(=CC=C1)C=1OC(=NN1)C)=O)=O)C 4-methyl-2-(3-(3-(5-methyl-1,3,4-oxadiazol-2-yl)benzoylamino)propionylamino)-thiazole-5-carboxylic acid ethyl ester